C(C)OC[C@]1(CN(CC1)CC1=CN=C(C=C1C#N)OC)CCC1=CC=C(C=C1)F (R)-5-((3-(ethoxymethyl)-3-(4-fluorophenethyl)pyrrolidin-1-yl)methyl)-2-methoxyisonicotinonitrile